3-[6-(2,5-dihydro-1H-pyrrol-3-yl)-3-pyridyl]-6-[5-(6-methyl-2-pyridyl)-1H-imidazol-4-yl]quinoline N1CC(=CC1)C1=CC=C(C=N1)C=1C=NC2=CC=C(C=C2C1)C=1N=CNC1C1=NC(=CC=C1)C